Pyrido[1,2-h][1,7]Naphthyridine N1=CC=CC2=CCN3C(=C12)C=CC=C3